ethyl 1-(3-chloro-4-hydroxybenzyl)-4-(2-phenoxyethyl)piperidine-4-carboxylate ClC=1C=C(CN2CCC(CC2)(C(=O)OCC)CCOC2=CC=CC=C2)C=CC1O